2,2-diphenylbenzo[d][1,3]dioxol-4-yl 7-((7-hydroxy-2,2-diphenylbenzo[d][1,3]dioxol-5-carbonyl) oxy)-2,2-diphenylbenzo[d][1,3]dioxol-5-carboxylate OC1=CC(=CC2=C1OC(O2)(C2=CC=CC=C2)C2=CC=CC=C2)C(=O)OC2=CC(=CC1=C2OC(O1)(C1=CC=CC=C1)C1=CC=CC=C1)C(=O)OC1=CC=CC=2OC(OC21)(C2=CC=CC=C2)C2=CC=CC=C2